(1R,3R,5S)-9-methyl-9-azabicyclo[3.3.1]Nonan-3-amine CN1[C@@H]2CCC[C@H]1CC(C2)N